ortho-hydroxyethylphenol OCCC1=C(C=CC=C1)O